lithium triethylamine hexamethyldisilazide C[Si]([N-][Si](C)(C)C)(C)C.C(C)N(CC)CC.[Li+]